2-bromo-3-fluoro-6-nitrobenzoic acid BrC1=C(C(=O)O)C(=CC=C1F)[N+](=O)[O-]